[Si](C)(C)(C(C)(C)C)O[C@@H]1[C@H](CCCC1)NC1=CC(=CC(=C1)OC)Cl N-((1S,2S)-2-((tert-butyldimethylsilyl)oxy)cyclohexyl)-3-chloro-5-methoxyaniline